(R)-3-((tetrahydrofuran-3-yl)oxy)-1-((2-(trimethylsilyl)ethoxy)methyl)-1H-pyrazol-4-amine O1C[C@@H](CC1)OC1=NN(C=C1N)COCC[Si](C)(C)C